2-[2-(4-bromo-1H-pyrazol-1-yl)ethoxy]ethyl methanesulfonate CS(=O)(=O)OCCOCCN1N=CC(=C1)Br